(R)-N'-((3-ethyl-1,2,3,5,6,7-hexahydrodicyclopenta[b,e]pyridin-8-yl)carbamoyl)-3-fluoro-5-(2-hydroxypropan-2-yl)thiophene-2-sulfonimidamide C(C)C1CCC=2C1=NC1=C(C2NC(=O)N=[S@](=O)(N)C=2SC(=CC2F)C(C)(C)O)CCC1